CC1=CC=C(C=C1)S(=O)(=O)NC(CCl)CCCl 2-p-toluenesulfonylamino-1,4-dichlorobutane